2-hexyloxypropane-1,3-diol C(CCCCC)OC(CO)CO